NC1=CC2=C(CCN(CC2)C(C(F)(F)F)=O)C=C1 1-(7-amino-4,5-dihydro-1H-benzo[d]azepin-3(2H)-yl)-2,2,2-trifluoroethanone